N,N'-di(4-butylphenyl)-N,N'-Diphenyl-1,4-phenylenediamine C(CCC)C1=CC=C(C=C1)N(C1=CC=C(C=C1)N(C1=CC=CC=C1)C1=CC=C(C=C1)CCCC)C1=CC=CC=C1